6,N-diphenylbenzo[b]naphtho[1,2-d]furan-8-amine C1(=CC=CC=C1)C1=CC=2C=CC=CC2C=2C=3C(OC21)=C(C=CC3)NC3=CC=CC=C3